8-(6-tert-butylpyridin-3-yl)-3-fluoro-6-oxo-2H,3H,4H,6H-pyrimido[2,1-b][1,3]thiazine-7-carbonitrile C(C)(C)(C)C1=CC=C(C=N1)C=1N=C2SCC(CN2C(C1C#N)=O)F